4,5-dichloro-3-nitropyridin-2-amine ClC1=C(C(=NC=C1Cl)N)[N+](=O)[O-]